C(C)OC(=O)C=1C(=NC(=NC1)SC)N[C@@H]1C[C@H](C1)C(=O)O trans-3-((5-(ethoxycarbonyl)-2-(methylthio)pyrimidin-4-yl)amino)cyclobutane-1-carboxylic acid